C(=O)C1=NN=C2N1CCN(C2)C(=O)OC(C)(C)C tert-butyl 3-formyl-5,6-dihydro-[1,2,4]triazolo[4,3-a]pyrazine-7(8H)-carboxylate